2,4-dihydroxybenzoic acid-4-hydroxyphenyl ester OC1=CC=C(C=C1)OC(C1=C(C=C(C=C1)O)O)=O